N=C1N(C2=C(C=NC=3C=CC(=CC23)C2=C(C=CC=C2)C)N1C)C=1C=C(C#N)C=CC1C 3-(2-Imino-3-methyl-8-(o-tolyl)-2,3-dihydro-1H-imidazo[4,5-c]quinolin-1-yl)-4-methylbenzonitrile